ClC(C(F)Cl)F dichloro-1,2-difluoroethane